5-(Difluoromethyl)-4-(piperazin-1-yl)-N-(quinoxalin-6-ylmethyl)-6-(trifluoromethyl)pyridin-3-amine FC(C=1C(=C(C=NC1C(F)(F)F)NCC=1C=C2N=CC=NC2=CC1)N1CCNCC1)F